cis-methyl 3-(3-oxo-6-(trifluoromethyl)-2,3-dihydrofuro[2,3-b]pyridin-2-yl)propanoate O=C1C(OC2=NC(=CC=C21)C(F)(F)F)CCC(=O)OC